tert-butyl 2-(3-acetyl-5-(2-methylpyrimidin-5-yl)-1H-indol-1-yl)acetate C(C)(=O)C1=CN(C2=CC=C(C=C12)C=1C=NC(=NC1)C)CC(=O)OC(C)(C)C